2-(3,5-dichloro-1H-indazol-4-yl)-1-[(1s,3r)-3-(hydroxymethyl)-5-(1-hydroxy-1-methyl-ethyl)-1-methyl-3,4-dihydro-1H-isoquinolin-2-yl]Ethanone ClC1=NNC2=CC=C(C(=C12)CC(=O)N1[C@H](C2=CC=CC(=C2C[C@@H]1CO)C(C)(C)O)C)Cl